benzyl-6-ethyl-4-phenyl-3,4-dihydroisoquinoline C(C1=CC=CC=C1)C1=NCC(C2=CC(=CC=C12)CC)C1=CC=CC=C1